((2S,7aS)-2-methoxytetrahydro-1H-pyrrolizin-7a(5H)-yl)methanol CO[C@H]1C[C@@]2(CCCN2C1)CO